4-(3-amino-1H-pyrazolo[4,3-b]pyridin-5-yl)-3-chloro-N-(3-(hydroxymethyl)cyclobutyl)benzenesulfonamide NC1=NNC=2C1=NC(=CC2)C2=C(C=C(C=C2)S(=O)(=O)NC2CC(C2)CO)Cl